(E)-1,3-diethyl-8-(2-(6-(2-ethoxyethoxy)pyridin-3-yl)vinyl)-7-methyl-1H-purine-2,6(3H,7H)-dione C(C)N1C(N(C=2N=C(N(C2C1=O)C)\C=C\C=1C=NC(=CC1)OCCOCC)CC)=O